CC1(C[C@H](CO1)NC=1N=NC(=C2C1C=NC=C2)C2=C(C=C(C=C2)C)O)C (R)-2-(4-((5,5-dimethyltetrahydrofuran-3-yl)amino)pyrido[3,4-d]pyridazin-1-yl)-5-methylphenol